6-(4-(4-(4-methyl-1H-pyrazol-1-yl)benzyl)-4H-thieno[3,2-b]pyrrole-3-carboxamido)spiro[3.3]heptane-2-carboxylic acid CC=1C=NN(C1)C1=CC=C(CN2C3=C(C=C2)SC=C3C(=O)NC3CC2(CC(C2)C(=O)O)C3)C=C1